(R)-1-(2,5-difluoropyridin-3-yl)ethyl (4-(5-(2,3-difluoroisonicotinamido)pyrazin-2-yl)-1-methyl-1H-1,2,3-triazol-5-yl)carbamate FC=1C(=C(C(=O)NC=2N=CC(=NC2)C=2N=NN(C2NC(O[C@H](C)C=2C(=NC=C(C2)F)F)=O)C)C=CN1)F